Oxygen dichlorine [Cl].[Cl].[O]